C(C=C)(=O)N1C[C@@H](N(CC1)C=1C2=C(NC(N1)=O)N=C(C(=C2)Cl)C2=C(C=CC=C2O)F)C 4-((S)-4-acryloyl-2-methylpiperazin-1-yl)-6-chloro-7-(2-fluoro-6-hydroxyphenyl)pyrido[2,3-d]pyrimidin-2(1H)-one